(3aS,6aS)-2,2-dimethyl-5-vinyl-dihydro-3aH-[1,3]dioxolo[4,5-c]pyrrol-4(5H)-one CC1(O[C@H]2[C@H](CN(C2=O)C=C)O1)C